3-(4-bromo-2-methyl-phenyl)sulfonyl-1-ethyl-4-methyl-indole BrC1=CC(=C(C=C1)S(=O)(=O)C1=CN(C2=CC=CC(=C12)C)CC)C